C(C)(C)NCCC(=O)NC1=C(C2=C(CN(CC2)C(=O)OC(C)(C)C)S1)C=1SC=C(N1)C(NC=1C=NC=CC1)=O tert-Butyl 2-(3-(isopropylamino)propanamido)-3-(4-(pyridin-3-ylcarbamoyl)thiazol-2-yl)-4,7-dihydrothieno[2,3-c]pyridine-6(5H)-carboxylate